N,9-diphenyldibenzofuran-3-amine C1(=CC=CC=C1)NC=1C=CC2=C(OC3=C2C(=CC=C3)C3=CC=CC=C3)C1